5-[(4-methoxybenzyl)(4-dimethylaminobenzyl)aminocarbonyloxymethoxy]dimethylaminobenzene COC1=CC=C(CC(OC=2C=CC=C(C2)N(C)C)OC(=O)NCC2=CC=C(C=C2)N(C)C)C=C1